9-bromo-1,3,4,5-tetrahydro-1-benzazepin-2-one BrC1=CC=CC=2CCCC(NC21)=O